(15S)-23-amino-8-methoxy-6,21-bis(trifluoromethyl)-26-oxa-3,4,19,24-tetraazapentacyclo[18.3.1.12,5.17,11.015,19]hexacosa-1(24),2,4,7(25),8,10,12,20,22-nonaen-6-ol NC1=CC(=C2N3CCC[C@H]3CC=CC3=CC=C(C(C(C4=NN=C(C1=N2)O4)(O)C(F)(F)F)=C3)OC)C(F)(F)F